C(C1=CC=CC=C1)OC(=O)N1CCC2=C(C=CC=C12)N1CCC2(OCCO2)CC1 4-(1,4-dioxa-8-azaspiro[4.5]decan-8-yl)indoline-1-carboxylic acid benzyl ester